4-(3-((tert-butyldimethylsilyl)oxy)cyclobutyl)-5-methylbenzo[d]thiazole [Si](C)(C)(C(C)(C)C)OC1CC(C1)C1=C(C=CC2=C1N=CS2)C